NCCCCCCN1C(CCC1=O)=O N-aminohexyl-succinimide